NC1=CC=C(OC=2C=C(C=CC2)C2=CC(=CC=C2)COC=2C=CC(=C(C(=O)O)C2)O)C=C1 5-((3'-(4-Aminophenoxy)-[1,1'-biphenyl]-3-yl)methoxy)-2-hydroxybenzoic acid